C(C1=CC=CC=C1)N1N=C2C(=C(C1=O)C=1C=NC(=CC1)C(F)F)NC(C=C2)=O 2-benzyl-4-(6-(difluoromethyl)pyridin-3-yl)pyrido[3,2-c]pyridazine-3,6(2H,5H)-dione